(3-(2-methoxypyridin-3-yl)piperidin-3-yl)carbamic acid methyl ester COC(NC1(CNCCC1)C=1C(=NC=CC1)OC)=O